4-(Di-p-toluylamino)benzaldehyde C1(=CC=C(C=C1)N(C1=CC=C(C=O)C=C1)C1=CC=C(C=C1)C)C